BrC1=CC=2N(C=C1OCC1OC(OC1)(C)C)N=CC2 5-bromo-6-((2,2-dimethyl-1,3-dioxolan-4-yl)methoxy)pyrazolo[1,5-a]pyridine